N-Methyl-N-(3-(1-methyl-1H-pyrazol-5-yl)phenyl)-[1,2,4]triazolo[4,3-a]quinazolin-5-amine CN(C1=NC=2N(C3=CC=CC=C13)C=NN2)C2=CC(=CC=C2)C2=CC=NN2C